triisopropoxy-p-fluorophenoxy(trimethylsiloxy)tantalum C(C)(C)O[Ta](O[Si](C)(C)C)(OC1=CC=C(C=C1)F)(OC(C)C)OC(C)C